C(C)(C)(C)C1=CC=C(C=C1)[Si](O)(C1=CC=C(C=C1)C(C)(C)C)C1=CC=C(C=C1)C(C)(C)C tris(p-tert-butylphenyl)silanol